thiophenyl-(n-butyl-n-hexyl) thiophosphite P(SC(CCCCC)(CCCC)C=1SC=CC1)([O-])[O-]